FC(C=1C=C(C=CC1)CC#N)(F)F 3-(trifluoromethyl)phenylacetonitrile